P(=O)(=O)OC(CC(=O)O)(C(=O)O)CC(=O)O phospho-citric acid